D-7-bromoimidazo[2,1-f][1,2,4]triazine-2,4(1H,3H)-dione BrC1=CN=C2C(NC(NN21)=O)=O